COC(NCC1=C(C=C(C=C1)C=1C=NN(C1)C1=C(C=C(C=C1F)C1CC1)F)C)=O.BrCCCCCOC1=C(C=CC(=C1CN1CCOCC1)OC)C(C)=O (2-(5-bromopentyloxy)-4-methoxy-3-morpholinomethylphenyl)ethan-1-one methyl-N-[[4-[1-(4-cyclopropyl-2,6-difluoro-phenyl)pyrazol-4-yl]-2-methyl-phenyl]methyl]carbamate